benzyl 8-methyl-4-[8-[4-(4-methylpiperazin-1-yl)phenyl]-2-methylsulfinyl-7-oxo-pyrido[2,3-d]pyrimidin-6-yl]-2,3-dihydroquinoxaline-1-carboxylate CC=1C=CC=C2N(CCN(C12)C(=O)OCC1=CC=CC=C1)C1=CC2=C(N=C(N=C2)S(=O)C)N(C1=O)C1=CC=C(C=C1)N1CCN(CC1)C